CC(CCC)O (Z)-2-pentanol